N-[(1E)-(5-bromofuran-2-yl)methylene]-2-methylpropane-2-sulfinamide BrC1=CC=C(O1)\C=N\S(=O)C(C)(C)C